1-bromo-4-fluoro-2-methylbenzene BrC1=C(C=C(C=C1)F)C